sodium 2-(oct-3-yl)-2-octylmalonate CCC(CCCCC)C(C(=O)[O-])(C(=O)[O-])CCCCCCCC.[Na+].[Na+]